C(C)(C)(C)OC1=CC=C(C=C1)SC=1C=CC2=C(C(=CO2)C=2CC3CCCCN3CC2)C1 5-(4-tert-butoxyphenyl)thio-3-(1,4,5,6,7,8,9-heptahydroquinolizin-2-yl)-benzofuran